3-amino-6-[4-(6-chloro-5-fluoro-indolin-1-yl)quinazolin-6-yl]-1H-pyrazin-2-one NC=1C(NC(=CN1)C=1C=C2C(=NC=NC2=CC1)N1CCC2=CC(=C(C=C12)Cl)F)=O